Tert-butyl (4-((2-methoxyphenyl)amino)-6-(1,2,3,4-tetrahydroisoquinoline-2-carbonyl)-pyrimidin-2-yl)carbamate COC1=C(C=CC=C1)NC1=NC(=NC(=C1)C(=O)N1CC2=CC=CC=C2CC1)NC(OC(C)(C)C)=O